O1[C@@H](COCC1)CNC(=O)C1=NC(=C(N=C1N)C=1OC=CN1)C=1C=CC=2N(C1)C(=CN2)C |r| rac-N-((1,4-dioxan-2-yl)methyl)-3-amino-6-(3-methylimidazo[1,2-a]pyridin-6-yl)-5-(oxazol-2-yl)pyrazine-2-carboxamide